2-(((1r,4R)-4-aminocyclohexyl)amino)-8-(isopropylamino)pyrido[3,4-d]pyrimidine NC1CCC(CC1)NC=1N=CC2=C(N1)C(=NC=C2)NC(C)C